N-((2-(bis(3-methoxybenzyl)amino)thiazol-4-yl)methyl)morpholin-4-amine COC=1C=C(CN(C=2SC=C(N2)CNN2CCOCC2)CC2=CC(=CC=C2)OC)C=CC1